N-benzyl-1-(5-fluoropyridin-2-yl)methylamine C(C1=CC=CC=C1)NCC1=NC=C(C=C1)F